C1(CC1)NC(C1=CC(=C(C=C1)[N+](=O)[O-])O)=O N-cyclopropyl-3-hydroxy-4-nitrobenzamide